Nalpha-carbobenzoxy-D-histidine C(=O)(OCC1=CC=CC=C1)N[C@H](CC1=CNC=N1)C(=O)O